C(C)C=1C=CC=C2C=CC=C(C12)OB(O)O (8-ethylnaphthalen-1-yl)boric acid